[N+](=O)([O-])C=1N=C2OC[C@H](CN2C1)NCC1=CC=C(C=C1)OC(F)(F)F ((S)-2-nitro-6,7-dihydro-5H-imidazo[2,1-b][1,3]oxazin-6-yl)-(4-trifluoromethyl-oxybenzyl)amine